N-((5-Fluoro-2,3-dihydrobenzofuran-4-yl)methyl)-8-(5-methyl-[1,2,4]triazolo[1,5-a]pyridin-8-yl)-[1,2,4]triazolo[4,3-c]pyrimidin-5-amine FC=1C=CC2=C(CCO2)C1CNC1=NC=C(C=2N1C=NN2)C=2C=1N(C(=CC2)C)N=CN1